5-bromo-2-methylphenyl-2-(4-fluorophenyl)thiophenemethanone BrC=1C=CC(=C(C1)C1C(SC=C1)(C=O)C1=CC=C(C=C1)F)C